2-methyl-2-(ortho-phenylazophenoxy)propionamide methyl-1-[3-[3-[1-[[3,5-bis(trifluoromethyl)benzoyl]amino]ethyl]pyrazin-2-yl]-1,2,4-triazol-1-yl]cyclopropanecarboxylate COC(=O)C1(CC1)N1N=C(N=C1)C1=NC=CN=C1C(C)NC(C1=CC(=CC(=C1)C(F)(F)F)C(F)(F)F)=O.CC(C(=O)N)(C)OC1=C(C=CC=C1)N=NC1=CC=CC=C1